C(#N)C1=CC(=C(C=C1)COC1=CC=CC(=N1)C1=CC(=C(C=C1C)CC=1N(C2=C(N1)C(=CC(=C2)C(=O)O)OC)C[C@H]2OCC2)F)F 2-[[4-[6-[(4-Cyano-2-fluoro-phenyl)methoxy]-2-pyridyl]-2-fluoro-5-methyl-phenyl]methyl]-7-methoxy-3-[[(2S)-oxetan-2-yl]methyl]benzimidazole-5-carboxylic acid